tert-butyl (S)-2-((4-bromo-2-fluorophenyl) amino)-1-(oxetan-2-ylmethyl)-1H-benzo[d]imidazole-6-carboxylate BrC1=CC(=C(C=C1)NC1=NC2=C(N1C[C@H]1OCC1)C=C(C=C2)C(=O)OC(C)(C)C)F